(2-methyloxan-2-yl)methyl N-{[2-(2,6-dioxopiperidin-3-yl)-3-oxo-2,3-dihydro-1H-isoindol-5-yl]methyl}carbamate O=C1NC(CCC1N1CC2=CC=C(C=C2C1=O)CNC(OCC1(OCCCC1)C)=O)=O